N(=[N+]=[N-])C([C@@H]1[C@H]([C@@H](C(OC(C)=O)O1)OC(C)=O)OC(C)=O)O 5-azido-1,2,3-tri-O-acetyl-D-arabinofuranose